N-((6-(4-methoxyphenyl)-7-oxo-2,3-diphenyl-4,7-dihydropyrazolo[1,5-a]pyrimidin-5-yl)methyl)hydrazine COC1=CC=C(C=C1)C1=C(NC=2N(C1=O)N=C(C2C2=CC=CC=C2)C2=CC=CC=C2)CNN